N1=C(N=CC=C1)C1(CC1)NC(=O)[C@H]1CN(CC[C@@H]1NC(=O)C1=NOC(=C1)C1CC1)CC1CC1 (3S,4S)-4-[(5-cyclopropyl-isoxazole-3-carbonyl)-amino]-1-cyclopropylmethyl-piperidine-3-carboxylic Acid (1-pyrimidin-2-yl-cyclopropyl)-amide